phenyl-2-pyridyl-carbinol C1(=CC=CC=C1)C(O)C1=NC=CC=C1